(R,S)-1-(1-(4-(4-hydroxypiperidin-1-yl)-6-(3-methoxytetrahydrofuran-3-yl)pyridin-2-yl)-3-methyl-1H-pyrazolo[4,3-c]pyridin-6-yl)urea OC1CCN(CC1)C1=CC(=NC(=C1)[C@]1(COCC1)OC)N1N=C(C=2C=NC(=CC21)NC(=O)N)C